Beta-Phenyl-ethyl Alcohol C1(=CC=CC=C1)CCO